tert-butyl 4-((4-((3-methyl-4-((2-methyl-2H-pyrazolo[4,3-b]pyridin-6-yl)oxy)phenyl)amino)pyrido[3,2-d]pyrimidin-6-yl)oxy)piperidine-1-carboxylate CC=1C=C(C=CC1OC1=CC=2C(N=C1)=CN(N2)C)NC=2C1=C(N=CN2)C=CC(=N1)OC1CCN(CC1)C(=O)OC(C)(C)C